2-[(5,6-diphenyl-1,2,4-triazin-3-yl)sulfanyl]-N,N-dimethylethanamine C1(=CC=CC=C1)C=1N=C(N=NC1C1=CC=CC=C1)SCCN(C)C